C1(CC1)CN1C(N(CC12CCC(CC2)(C2=CC=CC=C2)N(C)C)C=2C=NC(=CC2C)C(F)(F)F)=O 1-(cyclopropyl-methyl)-8-dimethylamino-3-[4-methyl-6-(trifluoromethyl)-pyridin-3-yl]-8-phenyl-1,3-diazaspiro[4.5]decan-2-one